ClC1=CC=C2C(=CN=CC2=C1)N1C(NC(CC1)=O)=O 1-(7-Chloroisoquinolin-4-yl)dihydropyrimidine-2,4(1H,3H)-dione